NC1=C(C(=CC=2N(C(=NC21)COC)C)C(F)(F)F)C2=CC=CN1C(=CC(=C21)OCCBr)C(=O)C2=CC(=C(C(=C2)F)F)F (8-(4-amino-2-(methoxymethyl)-1-methyl-6-(trifluoromethyl)-1H-benzo[d]imidazol-5-yl)-1-(2-bromoethoxy)indolizin-3-yl)(3,4,5-trifluorophenyl)methanone